4-ethoxy-N-{8-methoxy-2-methylimidazo[1,2-a]pyridin-6-yl}-2-(piperazin-1-yl)pyrimidine-5-carboxamide C(C)OC1=NC(=NC=C1C(=O)NC=1C=C(C=2N(C1)C=C(N2)C)OC)N2CCNCC2